tris(2-(diphenylphosphinyl)phenyl)phosphine C1(=CC=CC=C1)P(=O)(C1=C(C=CC=C1)P(C1=C(C=CC=C1)P(=O)(C1=CC=CC=C1)C1=CC=CC=C1)C1=C(C=CC=C1)P(=O)(C1=CC=CC=C1)C1=CC=CC=C1)C1=CC=CC=C1